C(CC=C)O[Si](C)(C)C (but-3-en-1-yloxy)trimethylsilane